(3,5-dichlorobenzyl)quinolin-8-amine ClC=1C=C(CC2=NC3=C(C=CC=C3C=C2)N)C=C(C1)Cl